CNC(=O)C=1NC2=CC=CC(=C2C1)C1=CC=C(C(=O)OC(C)(C)C)C=C1 tert-butyl 4-(2-(methylcarbamoyl)-1H-indol-4-yl)benzoate